S1C=NC=C1C(C#N)O[Si](C)(C)C 2-(Thiazol-5-yl)-2-((trimethylsilyl)oxy)acetonitrile